7-Cyclopropyl-4-((cyclopropylmethyl)amino)-1-(imidazo[1,2-a]pyridin-5-yl)quinazolin-2(1H)-one C1(CC1)C1=CC=C2C(=NC(N(C2=C1)C1=CC=CC=2N1C=CN2)=O)NCC2CC2